pyrrolocycloundecane N1C=CC2=C1CCCCCCCCC2